C=COCCSCCOCCSCCOC=C 3,9,15-trioxa-6,12-dithiaheptadec-1,16-diene